ClC=1N(N=C2C(N(N=CC21)[C@H]2[C@H](C2)C(F)F)=O)CC2=C(C=CC=C2F)F 3-chloro-6-[(1R,2S)-2-(difluoromethyl)cyclopropyl]-2-[(2,6-difluorophenyl)methyl]pyrazolo[3,4-d]pyridazin-7-one